4-(dimethoxymethyl)-1-(4-(6-methoxy-4-methyl-3,4-dihydronaphthalen-1-yl)phenyl)piperidine COC(C1CCN(CC1)C1=CC=C(C=C1)C1=CCC(C2=CC(=CC=C12)OC)C)OC